N1(C=NC=C1)CCNC(=O)C1=CC2=C(N=CN2)C=C1 benzoimidazole-5-carboxylic acid (2-imidazol-1-yl-ethyl)-amide